N-(2-methanesulfonylpyridin-3-yl)-2-methylpyrimidine-5-carboxamide CS(=O)(=O)C1=NC=CC=C1NC(=O)C=1C=NC(=NC1)C